N1CCC(CC1)C1=CC=NC=C1 1,2,3,4,5,6-hexahydro-[4,4']bipyridinyl